SODIUM FERRIC PHOSPHATE PYROPHOSPHATE [O-]P([O-])(=O)OP(=O)([O-])[O-].P(=O)(O)(O)O.[Fe+3].[Na+]